(S)-2-(3-(1-methyl-1H-pyrazol-4-yl)benzoylamino)-6-(2-(5,6,7,8-tetrahydro-1,8-naphthyridin-2-yl)ethoxy)hexanoic acid CN1N=CC(=C1)C=1C=C(C(=O)N[C@H](C(=O)O)CCCCOCCC2=NC=3NCCCC3C=C2)C=CC1